ClC=1C=2C(N=C3N(C2C=CC1)C1=CC(=CC=C1C31CCCCC1)C1CCN(CC1)CC1COC3(CN(C3)C3=CC(=C(C(=C3)F)N3C(CCCC3=O)=O)F)CC1)=O (4-(7-((4-(4'-chloro-5'-oxo-5'H-spiro[cyclohexane-1,7'-indolo[1,2-a]quinazolin]-10'-yl)piperidin-1-yl)methyl)-5-oxa-2-azaspiro[3.5]nonan-2-yl)-2,6-difluorophenyl)piperidine-2,6-dione